CO/N=C(/C1=CSC(=N1)N)\\C(=O)N[C@H]2[C@@H]3N(C2=O)C(=C(CS3)CSC4=CN=NS4)C(=O)[O-] The molecule is the monocarboxylic acid anion formed by deprotonating cefuzonam at the carboxyl oxygen. It is a conjugate base of a cefuzonam.